ClC1=C(C=CC=C1C1=C(C(=NC=C1)Cl)Cl)NC(=O)C=1N(C2=C(CN(CC2)CCOC2CC2)N1)C N-(2-Chloro-3-(2,3-dichloropyridin-4-yl)phenyl)-5-(2-cyclopropoxyethyl)-1-methyl-4,5,6,7-tetrahydro-1H-imidazo[4,5-c]pyridine-2-carboxamide